N1(CCCCC1)C1=C(C=CC(=C1)CCC1=CC=C(C=C1)C(F)(F)F)NC(CCCCCC)=O N-(2-(Piperidin-1-yl)-4-(4-(trifluoromethyl)phenethyl)phenyl)heptanamid